C1(CCC(CCCCC)O1)=O delta-Nonanolactone